1,4-bis(tert-butylaminodimethylsilyltrimethylcyclopentadienyl)phenyltitanium C(C)(C)(C)N[Si](C)(C)C=1C(=C(C(C1)(C1(CC=C(C=C1)C1(C(=C(C(=C1)[Si](C)(C)NC(C)(C)C)C)C)C)[Ti])C)C)C